N-(5-chloro-6-(2-fluorophenoxy)pyrimidin-4-yl)thiophene-2-carboxamide ClC=1C(=NC=NC1OC1=C(C=CC=C1)F)NC(=O)C=1SC=CC1